ClC=1C=NC=C(C1[C@@H](C)OC=1C=C2C(=NNC2=CC1)C1=CC2=C(OC3(CCNCC3)OC2)C=C1)Cl 6-[5-[(1R)-1-(3,5-dichloro-4-pyridyl)ethoxy]-1H-indazol-3-yl]spiro[4H-1,3-benzodioxine-2,4'-piperidine]